FC1=CC=C(C=C1)N1N=CC2=C1C=C1CCN(C[C@]1(C2)C(=O)C2=NC=CC(=C2)C(F)(F)F)S(=O)(=O)C2=CC=NN2C (R)-(1-(4-fluorophenyl)-6-((1-methyl-1H-pyrazol-5-yl)sulfonyl)-4,4a,5,6,7,8-hexahydro-1H-pyrazolo[3,4-g]isoquinolin-4a-yl)(4-(trifluoromethyl)pyridin-2-yl)methanone